C(CC)(=O)OC(C)CC(C)N=CC1=CC=CC=C1 4-benzylideneamino-2-pentyl propionate